5-(1-(1,3-difluoropropan-2-yl)-1H-benzo[d][1,2,3]triazol-6-yl)-N-((3R,4R)-3-fluoro-1-(2-methoxyethyl)piperidin-4-yl)-4-methoxypyrrolo[2,1-f][1,2,4]triazin-2-amine FCC(CF)N1N=NC2=C1C=C(C=C2)C=2C=CN1N=C(N=C(C12)OC)N[C@H]1[C@@H](CN(CC1)CCOC)F